3-fluoro-4-(methoxycarbonyl)phenylboronic acid FC=1C=C(C=CC1C(=O)OC)B(O)O